NC=1C(=CC(=NC1)N1N=CC=N1)N[C@H]1C[C@H](CCC1)NC(=O)C=1SC(=CC1)Cl N-((1S,3R)-3-((5-amino-2-(2H-1,2,3-triazol-2-yl)pyridin-4-yl)amino)cyclohexyl)-5-chlorothiophene-2-carboxamide